4-hydroxy-1,5-dimethyl-3-[1-methyl-5-(trifluoromethyl)imidazolidin-3-yl]imidazolidin-2-one OC1N(C(N(C1C)C)=O)N1CN(C(C1)C(F)(F)F)C